BrC1=NO[C@@H](C1)C1=NC=C(C(=C1)NC1=CC(=CC=C1)C(F)(F)F)C 2-[(5S)-3-Bromo-4,5-dihydroisoxazol-5-yl]-5-methyl-N-[3-(trifluoromethyl)phenyl]pyridin-4-amine